1-(hexadec-15-enoyl)azepan-2-one C(CCCCCCCCCCCCCC=C)(=O)N1C(CCCCC1)=O